C[C@@H]1O[C@@H](CN(C1)C1=CC=CC(=N1)C1=NC2=CC(=NC=C2C=C1)CNC(=O)C1=CC=CN2C1=NS(CC2)(=O)=O)C N-((2-(6-((cis)-2,6-dimethylmorpholino)pyridin-2-yl)-1,6-naphthyridin-7-yl)methyl)-3,4-dihydropyrido[2,1-c][1,2,4]thiadiazine-9-carboxamide 2,2-dioxide